C(CCCCCCCCCCCCCCCCC)OC=1C=C(C(=O)OCC(=O)O[C@@]2(C[C@@H](O[C@@H]2COP(=O)([C@@]2(C[C@@H](O[C@@H]2CO)N2C(=O)NC(=O)C(C)=C2)O)OCCC#N)N2C=NC=3C(=O)NC(NC(C(C)C)=O)=NC23)O)C=C(C1OCCCCCCCCCCCCCCCCCC)OCCCCCCCCCCCCCCCCCC 5'-O-((2-Cyanoethoxy)(Thymidine-3'-Yl)Phosphoryl)-N2-Isobutyryldeoxyguanosine-3'-Yl 2-((3,4,5-Tris(Octadecyloxy)Benzoyl)Oxy)Acetate